C[C@]1(C[C@H](CCC1)OC=1C(=NC(=CC1)C=1SC(=CC1CN1N=NC(=C1)CC1CC1)F)C)C(=O)O (1S,3S)-methyl-3-((6-(3-((4-(cyclopropylmethyl)-1H-1,2,3-triazol-1-yl)methyl)-5-fluorothiophen-2-yl)-2-methylpyridin-3-yl)oxy)cyclohexanecarboxylic acid